ferulic acid chloride C(\C=C\C1=CC(OC)=C(O)C=C1)(=O)Cl